NC1=CC=C(C=C1)CC1=CC(=C(C=C1)N)OC(C)C 4-((4-aminophenyl)methyl)-2-isopropoxybenzenamine